gadolinium 2,2',2''-{10-[1-carboxy-4-{4-[2-(2-ethoxyethoxy)ethoxy]phenyl}butyl]-1,4,7,10-tetraazacyclododecane-1,4,7-triyl}triacetate C(=O)(O)C(CCCC1=CC=C(C=C1)OCCOCCOCC)N1CCN(CCN(CCN(CC1)CC(=O)[O-])CC(=O)[O-])CC(=O)[O-].[Gd+3]